C(C)N1C(C=2C=C(C=C(C2C2=C1N(N=C2)C)C(C)NC2=C(C(=O)O)C=CC=C2)C)=O 2-((1-(4-ethyl-3,7-dimethyl-5-oxo-4,5-dihydro-3H-pyrazolo[3,4-c]isoquinolin-9-yl)ethyl)amino)benzoic acid